ClC1=CC=C(CCCNC(=S)SSC(NCCCC2=CC=C(C=C2)Cl)=S)C=C1 bis(N-4-Chlorobenzylethylthiocarbamoyl) disulphide